tert-Butyl (1-(2-methoxy-5-(methylsulfonyl)phenyl)-6-(pyrazolo[1,5-a]pyrimidin-3-yl)-1H-pyrazolo[4,3-c]pyridin-3-yl)carbamate COC1=C(C=C(C=C1)S(=O)(=O)C)N1N=C(C=2C=NC(=CC21)C=2C=NN1C2N=CC=C1)NC(OC(C)(C)C)=O